3,8-bis(benzyloxy)-2,9-diethylspiro[benzo[c]chromen-6,1'-cyclobutane] C(C1=CC=CC=C1)OC1=C(C=C2C3=C(C=C(C(=C3)CC)OCC3=CC=CC=C3)C3(CCC3)OC2=C1)CC